(S)-2-nitro-N-(oxetan-2-ylmethyl)-4-(5-(trifluoromethyl)-1,2,4-oxadiazol-3-yl)aniline [N+](=O)([O-])C1=C(NC[C@H]2OCC2)C=CC(=C1)C1=NOC(=N1)C(F)(F)F